NC=1C(=C2C(=NC1C(=O)N)N(C=N2)C(F)F)C2=C(C(=CC=C2C)O)C 6-amino-3-(difluoromethyl)-7-(3-hydroxy-2,6-dimethylphenyl)-3H-imidazo[4,5-b]pyridine-5-carboxamide